2-(6-piperidin-4-yl-pyridazin-3-yl)-5-pyrazol-1-yl-phenol N1CCC(CC1)C1=CC=C(N=N1)C1=C(C=C(C=C1)N1N=CC=C1)O